BrC1=C2C(=CN(C2=CC(=C1)CC(=O)OC)S(=O)(=O)C1=CC=C(C)C=C1)F methyl 2-(4-bromo-3-fluoro-1-tosyl-1H-indol-6-yl)acetate